NC1CCC(CC1)CN1CCC2(CNC2)CC1 7-(((1r,4r)-4-aminocyclohexyl)methyl)-2,7-diazaspiro[3.5]nonane